2-amino-N-(2-(benzyl-(methyl)amino)ethyl)-2-methylpropionamide NC(C(=O)NCCN(C)CC1=CC=CC=C1)(C)C